C(C)O[Si](CCCNC(N)=O)(OCC)OCC 3-(3-(triethoxysilyl)propyl)urea